N1-(2-aminoethyl)-N2-(2-(piperazin-1-yl)ethyl)ethane-1,2-diamine NCCNCCNCCN1CCNCC1